dimethylpent-4-ynoate CC(C(=O)[O-])(CC#C)C